C(#N)C1=C(C=C(C=C1)F)[C@@H]([C@@H](C)C=1N(C(C(=C(N1)C(=O)NC=1C=NOC1)O)=O)C)C1=CC=CC=C1 2-((1s,2r)-1-(2-cyano-5-fluorophenyl)-1-phenylpropan-2-yl)-5-hydroxy-N-(isoxazol-4-yl)-1-methyl-6-oxo-1,6-dihydropyrimidine-4-carboxamide